C(C1=CC=CC=C1)N(C(=O)C12CC(C1)(C2)Br)CC2=CC=CC=C2 N,N-dibenzyl-3-bromobicyclo[1.1.1]pentane-1-carboxamide